triethylhexylammonium bis(trifluoromethanesulfonyl)imide salt [N-](S(=O)(=O)C(F)(F)F)S(=O)(=O)C(F)(F)F.C(C)[N+](CCCCCC)(CC)CC